3-ethyloxetane-3-amine hydrochloride Cl.C(C)C1(COC1)N